CC1=C(C=CC(=C1)C)C1NS(C2=C(C3=C1C=CC=C3)C=CC=C2)(=O)=O (+)-7-(2,4-Dimethylphenyl)-6,7-dihydrodibenzo[d,f][1,2]Thiazepine 5,5-dioxide